FC(C(=O)O)(F)F.N[C@@H](C)C(=O)NS(=O)(=O)N1C[C@@]([C@@H](C1)CCCB(O)O)(C(=O)O)N |r| (rac)-trans-1-(N-alanylsulfamoyl)-3-amino-4-(3-boronopropyl)pyrrolidine-3-carboxylic acid, 2,2,2-trifluoroacetic acid salt